[(2R,3S)-7-(6-tert-Butyl-5-methyl-pyrrolo[2,3-b]pyrazin-3-yl)-3-isopropyl-azepan-2-yl]methanol C(C)(C)(C)C1=CC=2C(=NC(=CN2)C2CCC[C@H]([C@@H](N2)CO)C(C)C)N1C